C(CCCCCCCCCCCCCCCCCCC)C1=C(C2=CC=CC=C2C=C1)S(=O)(=O)O eicosyl-naphthalenesulfonic acid